O(S(=O)(=O)C(F)(F)F)C1=C2C=C(C(N(C2=CC(=C1)N1C[C@@H](CC1)OCC1=CC=CC=C1)C)=O)C (R)-7-(3-(benzyloxy) pyrrolidin-1-yl)-1,3-dimethyl-2-oxo-1,2-dihydroquinolin-5-yl triflate